N-(2-(5-Bromopyridin-3-yl)propan-2-yl)ethanesulfonamide BrC=1C=C(C=NC1)C(C)(C)NS(=O)(=O)CC